BrC1=CC(=C2C=NN(C2=C1)CCBr)C 6-Bromo-1-(2-bromoethyl)-4-methyl-1H-indazole